1-((2s,4r)-4-((4-azidophenyl)amino)-2-methyl-3,4-dihydroquinolin-1(2H)-yl)propan-1-one N(=[N+]=[N-])C1=CC=C(C=C1)N[C@@H]1C[C@@H](N(C2=CC=CC=C12)C(CC)=O)C